5-propyl-3-thioxo-2,8-dihydro-[1,2,4]triazolo[4,3-a]pyrimidin-7(3H)-one C(CC)C1=CC(NC=2N1C(NN2)=S)=O